(E)-N1-(2-(2,6-dioxopiperidin-3-yl)-1-oxoisoindolin-4-yl)-N6-(4-(2-((4-(2-(3-methylbenzylidene)hydrazino)-6-morpholinopyrimidin-2-yl)oxy)ethyl)phenyl)adipamide O=C1NC(CCC1N1C(C2=CC=CC(=C2C1)NC(CCCCC(=O)NC1=CC=C(C=C1)CCOC1=NC(=CC(=N1)N/N=C/C1=CC(=CC=C1)C)N1CCOCC1)=O)=O)=O